2-[1-(2,2-difluoroethyl)-4-piperidyl]-5-(4,4,5,5-tetramethyl-1,3,2-dioxaborolan-2-yl)-1,3-benzothiazole FC(CN1CCC(CC1)C=1SC2=C(N1)C=C(C=C2)B2OC(C(O2)(C)C)(C)C)F